(Boc)(8-(4,4-difluoropiperidin-1-yl)-[1,2,4]triazolo[4,3-a]pyridin-6-yl)carbamic acid tert-butyl ester C(C)(C)(C)OC(N(C=1C=C(C=2N(C1)C=NN2)N2CCC(CC2)(F)F)C(=O)OC(C)(C)C)=O